(R)-5-((dimethylamino)methyl)-3-fluoro-N'-((1,2,3,5,6,7-hexahydro-s-indacen-4-yl)carbamoyl)thiophene-2-sulfonimidamide CN(C)CC1=CC(=C(S1)[S@@](=O)(N)=NC(NC1=C2CCCC2=CC=2CCCC12)=O)F